methyl 3,3-diaminoacrylate NC(=CC(=O)OC)N